1-[3-[[2-[(6-methoxy-1,2,3,4-tetrahydroisoquinolin-7-yl)amino]-5-(trifluoromethyl)-pyrimidin-4-yl]amino]propyl]piperidin-2-one COC=1C=C2CCNCC2=CC1NC1=NC=C(C(=N1)NCCCN1C(CCCC1)=O)C(F)(F)F